O=C1C(=CC(C=C1)=C1C=C(C(C=C1)=O)C(=O)[O-])C(=O)[O-] 4,4'-dioxo-3,3'-biphenyldicarboxylate